1-aminobenzo[h]Isoquinoline-8-carboxylic acid NC1=NC=CC2=CC=C3C(=C12)C=CC(=C3)C(=O)O